(2R)-benzyl 2-((4-(tert-butyl)phenyl)(2-(3-(dimethylamino)azetidin-1-yl)-2-oxo-1-(pyridin-3-yl)ethyl)carbamoyl)pyrrolidine-1-carboxylate C(C)(C)(C)C1=CC=C(C=C1)N(C(=O)[C@@H]1N(CCC1)C(=O)OCC1=CC=CC=C1)C(C(=O)N1CC(C1)N(C)C)C=1C=NC=CC1